trivinyl-(2-methoxyethoxy)silane C(=C)[Si](OCCOC)(C=C)C=C